benzophenone C(C1=CC=CC=C1)(=O)C1=CC=CC=C1